tert-butyl 4-(4-((3-(tert-butoxy)-3-oxopropyl)amino)-2-methylphenyl)piperazine-1-carboxylate C(C)(C)(C)OC(CCNC1=CC(=C(C=C1)N1CCN(CC1)C(=O)OC(C)(C)C)C)=O